2-(5-(2-(dimethylamino)ethyl)-3-fluoro-4-methyl-2-oxopyridin-1(2H)-yl)-4-methylpentanoic acid CN(CCC=1C(=C(C(N(C1)C(C(=O)O)CC(C)C)=O)F)C)C